C(C1=CC=CC=C1)N(CC1=CC=CC=C1)C1CCCCCC1 N,N-dibenzyl-cycloheptylamine